ClC=1C=C(C=CC1F)[C@@]1(CN2[C@H](CO1)CN(CC2)C(=O)OC(C)(C)C)O tert-butyl (3R,9aS)-3-(3-chloro-4-fluorophenyl)-3-hydroxyhexahydropyrazino[2,1-c][1,4]oxazine-8(1H)-carboxylate